7-isopropoxyimidazo[1,2-a]Pyridine-6-carboxylic acid C(C)(C)OC1=CC=2N(C=C1C(=O)O)C=CN2